ClC1=C(C=CC(=N1)NC1=NC(=CN=C1)N1C[C@@H](CCC1)OC1=NC=CC=C1OCC)F (R)-N-(6-chloro-5-fluoropyridin-2-yl)-6-(3-((3-ethoxypyridin-2-yl)oxy)piperidine-1-yl)pyrazin-2-amine